[(2R)-3-(4-cyano-4-ethylsulfanylcarbothioylsulfanylpentanoyl)oxy-2-octadecanoyloxypropyl]octadecanoate C(#N)C(CCC(=O)OC[C@@H](COC(CCCCCCCCCCCCCCCCC)=O)OC(CCCCCCCCCCCCCCCCC)=O)(C)SC(=S)SCC